COC=1C=C(OC2C3CC4CC(CC2C4)C3)C=CC1NC1=NC=C(C(=N1)NC1=C(C=CC=C1C(NC)=O)C)C(F)(F)F 4-(3-methoxy-4-((4-((2-methyl-6-(methylcarbamoyl)phenyl)amino)-5-(trifluoromethyl)pyrimidin-2-yl)amino)phenoxy)adamantan